C(=C)C=1C(=C(C=2CC3=CC=CC=C3C2C1)CC1=CC=CC=C1)C=C bis-vinylbenzyl-fluorene